FC(C(C(S(=O)(=O)O)(F)F)(F)F)(F)F.FC(C(C(S(=O)(=O)O)(F)F)(F)F)(F)F.C1(O)=CC=C(O)C=C1 hydroquinone bis(heptafluoropropanesulfonate)